CC=1C=C(C=CC1[N+](=O)[O-])S(=O)(=O)NCCOCCOCCOCCCOCCNC(OC(C)(C)C)=O Tert-Butyl (1-((3-methyl-4-nitrophenyl)sulfonamido)-3,6,9,13-tetraoxapentadecan-15-yl)carbamate